6-[[4-[[(1S)-2-hydroxy-1-phenyl-ethyl]amino]-5-(3-isopropyl-1,2,4-oxadiazol-5-yl)pyrimidin-2-yl]amino]-1,1-dioxo-3,4-dihydro-2H-thiochromen-4-ol OC[C@H](C1=CC=CC=C1)NC1=NC(=NC=C1C1=NC(=NO1)C(C)C)NC=1C=C2C(CCS(C2=CC1)(=O)=O)O